C(C)(C)(C)C1=NN=C(O1)C(=O)NC1C2=C(CN(CC1)CCO)C=C(C=C2)C2=NC(=NC=C2)NC=2C=NN(C2)CC 5-(tert-butyl)-N-(8-(2-((1-ethyl-1H-pyrazol-4-yl)amino)pyrimidin-4-yl)-2-(2-hydroxyethyl)-2,3,4,5-tetrahydro-1H-benzo[c]azepin-5-yl)-1,3,4-oxadiazole-2-carboxamide